ClC1=C(C(=NN1)C)NC(C1=C(C=C(C(=C1)F)C=1N=C(N(C1)C)C(C)(C)O)O[C@H](C(F)(F)F)C)=O (S)-N-(5-Chloro-3-methyl-1H-pyrazol-4-yl)-5-fluoro-4-(2-(2-hydroxypropan-2-yl)-1-methyl-1H-imidazol-4-yl)-2-((1,1,1-trifluoropropan-2-yl)oxy)benzamide